(2R,3R,4R,5S)-2-(hydroxymethyl)-1-phenethylpiperidine OC[C@@H]1N(CCCC1)CCC1=CC=CC=C1